[V].O water vanadium